C(C)(C)(C)OC(=O)NC1=C(C=C(C=N1)NC(C(=O)O)=O)C 2-[[6-(tert-butoxycarbonylamino)-5-methyl-3-pyridyl]amino]-2-oxo-acetic acid